ClC1=CC(=C(C=C1)C=1N=CC(=NC1)N([C@@H]1[C@@H]([C@H]2CC[C@@H](C1)N2C(=O)OC(C)(C)C)F)C)OCOC tert-butyl (1R,2S,3S,5S)-3-([5-[4-chloro-2-(methoxymethoxy)phenyl]pyrazin-2-yl](methyl)amino)-2-fluoro-8-azabicyclo[3.2.1]octane-8-carboxylate